ClC=1C=C(C=C(C1C)Br)NC(C)=O N-(3-chloro-5-bromo-4-methylphenyl)acetamide